COC1=CC=C(C=C1)CN1N=C(C=C1C1=NC2=C(N1C(=O)OC(C)(C)C)C=CC=C2)NC(=O)C=2C=NC(=CC2)OC tert-butyl 2-[2-[(4-methoxyphenyl)methyl]-5-[(6-methoxypyridine-3-carbonyl)amino]pyrazol-3-yl]benzimidazole-1-carboxylate